ON1C(C=2C(C1=O)=CC(=CC2)OC=2C=C1C(C(=O)N(C1=O)O)=CC2)=O N,N'-dihydroxy-4,4'-oxydiphthalimide